2-[4-[[3-(3-amino-3-methyl-azetidin-1-yl)-5-methyl-pyrazol-1-yl]methyl]phenyl]-4-[(2,6-difluorophenyl)methyl]-1,2,4-triazol-3-one NC1(CN(C1)C1=NN(C(=C1)C)CC1=CC=C(C=C1)N1N=CN(C1=O)CC1=C(C=CC=C1F)F)C